(5S,8R)-N-(3-chloro-4-(trifluoromethyl)phenyl)-6,7,8,9-tetrahydro-5H-5,8-epiminocyclohepta[c]pyridine-10-carboxamide ClC=1C=C(C=CC1C(F)(F)F)NC(=O)N1[C@H]2CC[C@@H]1CC=1C=NC=CC12